CC1(C=C(C(N1)C(=O)O)C1=CC=C(C=C1)OC1=NC(=CC=C1)C)[2H] 5-methyl-3-(4-((6-methylpyridin-2-yl)oxy)phenyl)-1H-pyrrole-2-carboxylic acid-5-d